CS(=O)(=O)NC=1C=C(C=CC1)CC(=O)NC=1SC(=NN1)C1CCN(CC1)C=1N=NC(=CC1)NC(CC1=CC(=CC=C1)OC(F)(F)F)=O 2-(3-(Methylsulfonamido)phenyl)-N-(5-(1-(6-(2-(3-(trifluoromethoxy)phenyl)-acetamido)pyridazin-3-yl)piperidin-4-yl)-1,3,4-thiadiazol-2-yl)acetamide